ClC=1C=C(C=C(C1)F)N1C=C(C=2C(C(CCC12)(F)F)O)C=1OC=CC1 1-(3-chloro-5-fluorophenyl)-5,5-difluoro-3-(furan-2-yl)-4,5,6,7-tetrahydro-1H-indol-4-ol